3-(triethoxysilylpropylcarbamoyl)butyric acid C(C)O[Si](OCC)(OCC)CCCNC(=O)C(CC(=O)O)C